C(C)(=O)N1CCN(CC1)C1=CC=2C(=C3N(CCN=C3)C2N=C1)F 3-(4-acetylpiperazin-1-yl)-5-fluoro-8,9-dihydropyrido[3',2':4,5]pyrrolo[1,2-a]pyrazin